di-octyl disulfide C(CCCCCCC)SSCCCCCCCC